N-Tert-Butyl-Pyridinium C(C)(C)(C)[N+]1=CC=CC=C1